C(C)OC([C@@H]([C@H](C1=CC=C(C=C1)S(=O)(=O)C)O)N)=O (2R,3S)-2-amino-3-hydroxy-3-(4-(methylsulfonyl)phenyl)propionic acid ethyl ester